ClC=1C=C(C=CC1F)C1=CSC2=C1C(N(C=C2)CC(=O)N2CC(C2)C)=O 3-(3-chloro-4-fluorophenyl)-5-(2-(3-methylazetidin-1-yl)-2-oxoethyl)thieno[3,2-c]pyridin-4(5H)-one